3-methyl-hydroxy-7-octene CC(CCO)CCCC=C